ClC1=C(C=2N=C(NC(C2C(=N1)N(C)C[C@@H]1[C@@H]2CC[C@H](CN1)N2C(=O)OC(C)(C)C)=O)SC)F tert-butyl (1s,2r,5r)-2-(((7-chloro-8-fluoro-2-(methylsulfanyl)-4-oxo-3,4-dihydropyrido[4,3-d]pyrimidin-5-yl) (methyl) amino) methyl)-3,8-diazabicyclo[3.2.1]octane-8-carboxylate